(S)-5-(azetidin-2-ylmethoxy)-2-methyl-N-(1-(7-(thiazol-2-yl)quinolin-5-yl)cyclopropyl)benzamide N1[C@@H](CC1)COC=1C=CC(=C(C(=O)NC2(CC2)C2=C3C=CC=NC3=CC(=C2)C=2SC=CN2)C1)C